N-methoxy-N,2-dimethyl-2-(4-(2-oxoethyl)phenyl)propanamide CON(C(C(C)(C1=CC=C(C=C1)CC=O)C)=O)C